NCC=1C=C(C=O)C(=CN1)OC1CC1 2-(AMINOMETHYL)-5-CYCLOPROPOXYISONICOTINALDEHYDE